S(C1=C(C(=CC(=C1)C)C(C)(C)C)O)C1=C(C(=CC(=C1)C)C(C)(C)C)O thiobis(4-methyl-6-tert-butylphenol)